tert-Butyl 3-(2-amino-4,5-dimethoxybenzamido)-7,8-dihydro-1,6-naphthyridine-6(5H)-carboxylate NC1=C(C(=O)NC=2C=NC=3CCN(CC3C2)C(=O)OC(C)(C)C)C=C(C(=C1)OC)OC